(5R,6R)-5-(4-(4-(dimethoxymethyl)piperidin-1-yl)phenyl)-6-isobutyl-5,6,7,8-tetrahydronaphthalen-2-ol COC(C1CCN(CC1)C1=CC=C(C=C1)[C@@H]1C=2C=CC(=CC2CC[C@@H]1CC(C)C)O)OC